N[C@H](C(=O)O)C1(OCCO1)C (2S)-2-amino-2-(2-methyl-1,3-dioxolan-2-yl)Acetic Acid